ClC=1C=C(C=CC1Cl)NC(=O)[C@H]1[C@H]2[C@@H]3C[C@@H]3[C@@H]([C@@H]1C1=CC=NC=C1)O2 (1S,2S,4R,5R,6R,7S)-N-(3,4-dichlorophenyl)-7-(pyridin-4-yl)-8-oxatricyclo[3.2.1.02,4]octane-6-carboxamide